ClC=1N=C(C2=C(N1)SC=N2)NC2=NNC(=C2)C 5-chloro-N-(5-methyl-1H-pyrazol-3-yl)thiazolo[5,4-d]pyrimidin-7-amine